2-methylbenzene-1,4-diylbis[4-({[4-(acryloyloxy) butoxy] carbonyl} oxy) benzoate] CC1=C(C=CC(=C1)C1=C(C(=O)[O-])C=CC(=C1)OC(=O)OCCCCOC(C=C)=O)C1=C(C(=O)[O-])C=CC(=C1)OC(=O)OCCCCOC(C=C)=O